Pentamethylcyclopentadienyl-(1-ethyl-benzo[e]indenyl)hafnium CC1=C(C(=C(C1([Hf]C=1CC=2C=CC3=C(C2C1CC)C=CC=C3)C)C)C)C